ClC=1C(=C(C=CC1)C1(CCN(CC1)C(\C=C\CN(C)C)=O)NC1=CC=C2C(C(N(C2=C1)C)=O)(C)C)C 6-{[4-(3-chloro-2-methylphenyl)-1-[(2E)-4-(dimethylamino)but-2-enoyl]piperidin-4-yl]amino}-1,3,3-trimethylindol-2-one